hydroxyethyl-2,2,6,6-tetramethyl-4-hydroxy-piperidyl succinate C(CCC(=O)[O-])(=O)ON1C(C(C(CC1(C)C)O)CCO)(C)C